COC1=CC=C(C=C1)CNC1C(CC(CC1)=O)(C)C 4-[(4-methoxyphenyl)methylamino]-3,3-dimethyl-cyclohexanone